acryloyloxynonadecyl dihydrogen thiophosphate P(=S)(OCCCCCCCCCCCCCCCCCCCOC(C=C)=O)(O)O